N\C(=C(/C(=O)NCC)\C#N)\C1=CC(=C(C(=C1)[N+](=O)[O-])O)O (Z)-3-amino-2-cyano-3-(3,4-dihydroxy-5-nitrophenyl)-N-ethylacrylamide